O=C1NC(CCC1N1C(C2=CC=CC(=C2C1)NCC1CCC(CC1)C(=O)O)=O)=O 4-(((2-(2,6-dioxopiperidin-3-yl)-1-oxoisoindol-4-yl)amino)methyl)cyclohexane-1-carboxylic acid